(R)-N-(1-(4-chlorophenyl)ethyl)-5-(N-methylaminosulfonyl)thiophene-2-carboxamide ClC1=CC=C(C=C1)[C@@H](C)NC(=O)C=1SC(=CC1)S(=O)(=O)NC